Cl.C(N)=N formimidamide HCl salt